(S)-5-fluoro-6-((1-(3-fluorophenyl)ethyl)amino)-3-isopropylpyrimidine-2,4(1h,3h)-dione FC=1C(N(C(NC1N[C@@H](C)C1=CC(=CC=C1)F)=O)C(C)C)=O